FC1(CCN(CC1)S(=O)(=O)C1=C(C=C(C=C1)OC)C1=CC=CC=C1)C(=O)N[C@@H](C)\C=C/S(=O)(=O)C (S,Z)-4-fluoro-1-((5-methoxy-[1,1'-biphenyl]-2-yl)sulfonyl)-N-(4-(methylsulfonyl)but-3-en-2-yl)piperidine-4-carboxamide